Phenyl 3-azido-2,4-di-O-benzyl-3-deoxy-1-thio-α-D-galactopyranoside N(=[N+]=[N-])[C@@H]1[C@H]([C@@H](SC2=CC=CC=C2)O[C@@H]([C@@H]1OCC1=CC=CC=C1)CO)OCC1=CC=CC=C1